CC=1C=C(OC=2C=C(C(=O)O)C=C(C2)OC2=CC(=C(C=C2)N=O)C)C=CC1N=O 3,5-bis(3-methyl-4-nitrosophenoxy)benzoic acid